O=C1NC(CCC1C1=CC(=C(C=C1)N1CCC(CC1)CN1CCC2(CC(C2)NC(C2=CC(=CC=C2)C)=O)CC1)F)=O N-(7-((1-(4-(2,6-dioxopiperidin-3-yl)-2-fluorophenyl)piperidin-4-yl)methyl)-7-azaspiro[3.5]Non-2-yl)-3-methylbenzamide